NCCC=1C=NC(=NC1)C1=C(C=C(C#N)C=C1)OC=1N(N=C(C1)C1=CC=CC=C1)C 4-[5-(2-aminoethyl)pyrimidin-2-yl]-3-(2-methyl-5-phenylpyrazol-3-yl)oxybenzonitrile